C1(=CC(=CC(=C1)C=O)C=O)C=O benzene-1,3,5-trialdehyde